isononanediol C(CCCCCC(C)C)(O)O